lithium 2,4,6-trimethylbenzoyl phenyl phosphonate P(OC(C1=C(C=C(C=C1C)C)C)=O)(OC1=CC=CC=C1)=O.[Li]